CC(C)N1C=NC2=C1C(=NC(=C2)C2=CC=C1C(=C2)N(C(C12CCNCC2)=O)C2CC(C2)N2CCCCC2)N2CCCC2 6-[3-(PROPAN-2-YL)-4-(PYRROLIDIN-1-YL)-3H-IMIDAZO[4,5-C]PYRIDIN-6-YL]-1-[(1S,3S)-3-(PIPERIDIN-1-YL)CYCLOBUTYL]-1,2-DIHYDROSPIRO[INDOLE-3,4'-PIPERIDIN]-2-ONE